BrCCCC(=O)OCC ethyl (4-bromobutyrate)